NCC(O)C=1C=CC(=C(C(=O)NC2=CC=C(C=C2)S(=O)(=O)N2CC[N+](CC2)([O-])C2=CC(=CC(=C2)Cl)Cl)C1)N(S(=O)(=O)C)C 5-(2-Amino-1-hydroxy-ethyl)-N-[4-[4-(3,5-dichlorophenyl)-4-oxido-piperazin-4-ium-1-yl]sulfonylphenyl]-2-[methyl(methylsulfonyl)amino]benzamide